((4-((4-([1,2,4]triazolo[1,5-c]pyrimidin-7-yloxy)-3-methylphenyl)amino)-7-Methoxyquinazolin-6-yl)oxy)-8-azabicyclo[3.2.1]octane-8-carboxylic acid tert-butyl ester C(C)(C)(C)OC(=O)N1C2(CCCC1CC2)OC=2C=C1C(=NC=NC1=CC2OC)NC2=CC(=C(C=C2)OC2=CC=1N(C=N2)N=CN1)C